C1(=CC=CC=C1)C1C(N1)C(=O)O 3-phenylaziridine-2-carboxylic acid